8-(1-(2-(dimethylamino)ethyl)-1H-pyrazol-5-yl)-N-((5-fluoro-2,3-dihydrobenzofuran-4-yl)methyl)pyrido[3,4-d]pyridazin-5-amine CN(CCN1N=CC=C1C1=CN=C(C2=CN=NC=C21)NCC2=C(C=CC1=C2CCO1)F)C